1-(3-(7-fluorobenzofuran-5-yl)-6-(4,4,4-trifluorobutyl)pyrazin-2-yl)piperidine-4-carboxylic acid FC1=CC(=CC=2C=COC21)C=2C(=NC(=CN2)CCCC(F)(F)F)N2CCC(CC2)C(=O)O